C(C1=CC=CC=C1)C=1NC(=NN1)C(=O)NC1=NC=CC(=C1)C1=C(C=CC(=C1)OCCCO)C 5-benzyl-N-(4-(5-(3-hydroxypropoxy)-2-methylphenyl)pyridin-2-yl)-4H-1,2,4-triazole-3-carboxamide